2-(Pyrimidin-4-ylamino)thiazole-5-carbonitrile N1=CN=C(C=C1)NC=1SC(=CN1)C#N